ON1C(C=CC=C1CN1CCN(CCN(CCN(CCN(CCN(CC1)CC=1N(C(C=CC1)=O)O)CC=1N(C(C=CC1)=O)O)CC=1N(C(C=CC1)=O)O)CC=1N(C(C=CC1)=O)O)CC=1N(C(C=CC1)=O)O)=O 1-Hydroxy-6-({4,7,10,13,16-pentakis[(1-hydroxy-6-oxopyridin-2-yl)methyl]-1,4,7,10,13,16-hexaazacyclooctadecan-1-yl}methyl)pyridin-2-one